2-[4-[5-[(1R)-1-Aminoethyl]-2-methoxy-phenyl]pyrazol-1-yl]ethanol Hydrochloride Salt Cl.N[C@H](C)C=1C=CC(=C(C1)C=1C=NN(C1)CCO)OC